Cl.C=C1C(NC(C(N1)=O)=CC=1N=C(NC1C1CC1)C(CC)C1NCCOC1)=O methylene-6-((5-cyclopropyl-1-(3-morpholinyl)propylimidazole-4-yl)methylene)piperazine-2,5-dione, hydrochloride